N-(3-oxo-3-{1H,4H,5H,6H,7H-[1,2,3]triazolo[4,5-c]pyridin-5-yl}propyl)-2-({[3-(trifluoromethoxy)phenyl]methyl}amino)pyrimidine-5-carboxamide O=C(CCNC(=O)C=1C=NC(=NC1)NCC1=CC(=CC=C1)OC(F)(F)F)N1CC2=C(CC1)NN=N2